4,6-bis[1-(4-hydroxyphenyl)isopropyl]resorcinol OC1=CC=C(C=C1)C(C)(C)C1=C(C=C(O)C(=C1)C(C)(C)C1=CC=C(C=C1)O)O